triisopropenyl-boroxine C(=C)(C)B1OB(OB(O1)C(=C)C)C(=C)C